2,3-Diphenyl-3-(2-pyridinyl)acrylonitrile C1(=CC=CC=C1)C(C#N)=C(C1=NC=CC=C1)C1=CC=CC=C1